4-(4-(6-(((1R,3s,5S)-1,5-dimethyl-8-azabicyclo[3.2.1]octan-3-yl)(methyl)amino)pyridazin-3-yl)-5-hydroxy-2-methylphenyl)-1-methylpyridin-2(1H)-one C[C@]12CC(C[C@](CC1)(N2)C)N(C2=CC=C(N=N2)C2=CC(=C(C=C2O)C2=CC(N(C=C2)C)=O)C)C